Naphthyridin-2-one N1C(C=CC2=CC=CN=C12)=O